C1(=CC=CC=C1)C(CC(=O)N)(C1=CC=CC=C1)C1=CC=CC=C1 3,3,3-triphenyl-propioamide